N-(5-Bromo-2-(4-(dimethylamino)piperidin-1-yl)pyridin-3-yl)-4-methylbenzene-sulfonamide BrC=1C=C(C(=NC1)N1CCC(CC1)N(C)C)NS(=O)(=O)C1=CC=C(C=C1)C